COC(=O)N[C@H]1C[C@@H](CC1)N1C(N(C=2C=NC(=CC21)NC2=NC1=C(C=CC=C1C(=C2)C(=O)OCC)C(F)(F)F)C([2H])([2H])[2H])=O Ethyl 2-((1-((1R,3R)-3-((methoxycarbonyl)amino)cyclopentyl)-3-(methyl-d3)-2-oxo-2,3-dihydro-1H-imidazo[4,5-c]pyridin-6-yl)amino)-8-(trifluoromethyl)quinoline-4-carboxylate